3-[(2-methyl-1,3-thiazol-5-yl)methyl]-N-(3-methyloxetan-3-yl)-2,4-dioxo-1H-quinazoline-6-sulfonamide CC=1SC(=CN1)CN1C(NC2=CC=C(C=C2C1=O)S(=O)(=O)NC1(COC1)C)=O